4-(3-chlorodibenzo[b,e][1,4]oxazepin-5(11H)-yl)butan-1-amine ClC=1C=CC2=C(N(C3=C(OC2)C=CC=C3)CCCCN)C1